(1-(2-aminopyridin-3-yl)ethyl)-5-(4-(trifluoromethyl)phenoxy)-2-naphthamide NC1=NC=CC=C1C(C)C1=C(C=CC2=C(C=CC=C12)OC1=CC=C(C=C1)C(F)(F)F)C(=O)N